C1(=CC=CC=C1)C1=C([Se]C2=C1C=CC=C2)C2=NN=NC(=C2C2=C(C(=CC=1C3=CC=CC=C3CC21)C)C)C2=C(C=CC=C2)C2=CC=CC=C2 phenyl[biphenylyl(dimethylfluorenyl)triazinyl]benzoselenophen